COC1=C(C=CC=C1)CCN1CC(CC1)C1=CNC=2C=CC=C(C12)O 3-(1-(2-(2-methoxyphenyl)ethyl)pyrrolidin-3-yl)-1H-indol-4-ol